indoline-5-sulfonate N1CCC2=CC(=CC=C12)S(=O)(=O)[O-]